5-bromo-3-(4-chlorobutyl)-3,4-dihydropyrimidin-4-one BrC=1C(N(C=NC1)CCCCCl)=O